BrC1=CC(=C(C(=C1)O)O)C=NC=1C=NC=CC1 5-bromo-3-((pyridin-3-ylimino)methyl)-benzene-1,2-diol